C(C1=CC=CC=C1)OC1=NC(=CC=C1C1=CC=C(C=C1)N1CCN(CC1)C(=O)C1=CC=C(C(=O)OC(C)(C)C)C=C1)OCC1=CC=CC=C1 tert-butyl 4-(4-{4-[2,6-bis(benzyloxy)pyridin-3-yl]phenyl}piperazine-1-carbonyl)benzoate